(6-amino-2,3-dichloro-phenyl)-(2-fluoro-5-methoxy-phenyl)methanone NC1=CC=C(C(=C1C(=O)C1=C(C=CC(=C1)OC)F)Cl)Cl